NC1=C2C(=NC=N1)N(N=C2C2=CC=C(C=C2)OC2=CC=CC=C2)C2CCN(CC2)CC2=CC(=C(N=N2)F)C2C(NC(CC2)=O)=O 3-(6-((4-(4-amino-3-(4-phenoxyphenyl)-1H-pyrazolo[3,4-d]pyrimidin-1-yl)piperidin-1-yl)methyl)-3-fluoropyridazin-4-yl)piperidine-2,6-dione